N[C@@H](C(C)C)C(=O)OCOC(=O)OC1C2=C(N(CCC1)C(C1=C(C=C(C=C1)NC(C1=C(C=CC=C1)C)=O)C)=O)C=CC(=C2)Cl (((7-Chloro-1-(2-methyl-4-(2-methylbenzamido)benzoyl)-2,3,4,5-tetrahydro-1H-benzo[b]azepin-5-yl)oxy)formyloxy)methyl L-valinate